BrCCCCCC1=CC=CC=2N=C(NC21)C2=NC=CC=C2 5-bromopentyl-2-(2-pyridyl)benzimidazole